4,6-di-O-benzyl-D-glucal C(C1=CC=CC=C1)O[C@H]1[C@@H](C=CO[C@@H]1COCC1=CC=CC=C1)O